8-((2s,5s)-4-((4-fluorophenyl)(5-(trifluoromethyl)pyridin-2-yl)methyl)-5-(hydroxymethyl)-2-methylpiperazin-1-yl)-5-methyl-6-oxo-5,6-dihydro-1,5-naphthyridine-2-carbonitrile FC1=CC=C(C=C1)C(N1C[C@@H](N(C[C@H]1CO)C1=CC(N(C=2C=CC(=NC12)C#N)C)=O)C)C1=NC=C(C=C1)C(F)(F)F